methyl 4-((6-((3-amino-6-phenylpyridin-2-yl)amino)-2-methylpyridin-3-yl)carbamoyl)-2-methylbenzoate NC=1C(=NC(=CC1)C1=CC=CC=C1)NC1=CC=C(C(=N1)C)NC(=O)C1=CC(=C(C(=O)OC)C=C1)C